S1C=NC2=C1C=C(C=C2)NC2=NC=NC1=CC(=CC(=C21)OC2CCN(CC2)C)B2OC(C(O2)(C)C)(C)C N-(1,3-benzothiazol-6-yl)-5-[(1-methylpiperidin-4-yl)oxy]-7-(4,4,5,5-tetramethyl-1,3,2-dioxaborolan-2-yl)quinazolin-4-amine